OC=1C=NC(NC1)=O 5-hydroxypyrimidone